BrC=1C=C(C=C2NCC(NC12)=O)C(=O)N(C)C 8-bromo-N,N-dimethyl-2-oxo-1,2,3,4-tetrahydroquinoxaline-6-carboxamide